ClC1=C(C=C(C=C1)NC(OC(C)(C)C)=O)C(NC1=NC=C(C=C1Cl)C#CC1=CC=CC=C1)=O tert-butyl N-[4-chloro-3-[[3-chloro-5-(2-phenylethynyl)-2-pyridyl]carbamoyl]phenyl]carbamate